4-bromo-2-(4-hydroxyphenylethyl)isoindoline-1,3-dione BrC1=C2C(N(C(C2=CC=C1)=O)CCC1=CC=C(C=C1)O)=O